C(C=C)ON[C@@H]1C=C([C@H](N(C1)C(=O)O)C(N)=O)C (2S,5R)-5-((allyloxy)amino)-2-carbamoyl-3-methyl-5,6-dihydropyridine-1(2H)-carboxylic acid